CC1=C(C=CC=C1)CNCCN1N=C2C(=NC=3C=C(C=CC3C2=C1)C1=NNC=C1)N 2-(2-{[(2-methylphenyl)methyl]amino}ethyl)-7-(1H-pyrazol-3-yl)-2H-pyrazolo[3,4-c]quinolin-4-amine